C12(OCC3=CC(=CC=C13)CCC(=O)O)COCC2 3-(4,5-dihydro-2H,3'H-spiro[furan-3,1'-isobenzofuran]-5'-yl)propionic acid